FC=1C(=NC(=NC1)NC1=NC=C(C=C1)CN1CC2CCC(C1)N2C)C2=CC1=C(N=C3N1[C@@H](CC3)C(F)(F)F)C(=C2)F 5-fluoro-4-((S)-5-fluoro-1-(trifluoromethyl)-2,3-dihydro-1H-benzo[d]pyrrolo[1,2-a]imidazol-7-yl)-N-(5-((8-methyl-3,8-diazabicyclo[3.2.1]octan-3-yl)methyl)pyridin-2-yl)pyrimidin-2-amine